N-(4-fluoro-3-methylbenzyl)-3-((6-phenylpyridazin-3-yl)amino)benzamide FC1=C(C=C(CNC(C2=CC(=CC=C2)NC=2N=NC(=CC2)C2=CC=CC=C2)=O)C=C1)C